NCC=1N=C2N(C=C(C=C2N2C(COCC2)=O)C2CC2)C1 4-(2-(aminomethyl)-6-cyclopropylimidazo[1,2-a]pyridin-8-yl)morpholin-3-one